COC(=O)C1(CC2=C(C(=NC(=C2C)OCCN(C(=O)OC(C)(C)C)C2CC2)C)C1)C(=O)OC.ClC1=CC=C(C=C1)C1=CC=CC=2OC3=C(C21)C=CC=C3 1-(4-chlorophenyl)dibenzofuran Dimethyl-3-[2-[cyclopropyl-[(2-methylpropan-2-yl)oxycarbonyl]amino]ethoxy]-1,4-dimethyl-5,7-dihydrocyclopenta[c]pyridine-6,6-dicarboxylate